C(C)(=O)N[C@@H](CCC(=O)OC(C)(C)C)C(=O)N[C@H](C(=O)NCC1=C(C=CC(=C1)OCCCCN(C)C(=O)OC(C)(C)C)C)CCC1=CC=CC=C1 (S)-tert-butyl 4-acetamido-5-(((S)-1-((5-(4-((tert-butoxycarbonyl)(methyl) amino)butoxy)-2-methylbenzyl)amino)-1-oxo-4-phenylbutan-2-yl)amino)-5-oxopentanoate